ClC=1C(=NC(=NC1)NC1CCOCC1)C1=CC=C2CN(C(C2=C1)=O)CC(=O)N[C@H](CO)C1=NC(=CC=C1)C(F)F 2-(6-{5-chloro-2-[(oxan-4-yl)amino]pyrimidin-4-yl}-1-oxo-2,3-dihydro-1H-isoindol-2-yl)-N-[(1S)-1-[6-(difluoromethyl)pyridin-2-yl]-2-hydroxyethyl]acetamide